isopentenyl p-hydroxybenzoate OC1=CC=C(C(=O)OCCC(=C)C)C=C1